7-methoxy-N-[(2S)-2-methoxypropyl]-6-[3-(pyrrolidin-1-yl)propoxy]-1H,2H,3H-cyclopenta[b]quinolin-9-amine COC1=CC=2C(=C3C(=NC2C=C1OCCCN1CCCC1)CCC3)NC[C@H](C)OC